FC=1[C@@]2(C3=CC=CC=C3C1C)CC(CCC2)=O (R)-2'-fluoro-3'-methyl-Spiro[cyclohexane-1,1'-indene]-3-one